NC1=C(C(N(C2=NC(=CC=C12)Br)C=1C(=NC(=CC1)Cl)C)=O)C(=O)OC methyl 4-amino-7-bromo-1-(6-chloro-2-methylpyridin-3-yl)-2-oxo-1,2-dihydro-1,8-naphthyridine-3-carboxylate